tert-butyl ((1r,4r)-4-(2-aminothieno[2,3-d]pyrimidin-6-yl)cyclohexyl)carbamate NC=1N=CC2=C(N1)SC(=C2)C2CCC(CC2)NC(OC(C)(C)C)=O